C1(CCC1)C(C=1C=C(C=CC1)N1C(C2=C(C(=C1)C1CC1)C=C(N2S(=O)(=O)C2=CC=C(C)C=C2)CN2C[C@H](CCC2)C)=O)C2=NN=CN2C 6-(3-(cyclobutyl(4-methyl-4H-1,2,4-triazol-3-yl)methyl)phenyl)-4-cyclopropyl-2-(((S)-3-methylpiperidin-1-yl)methyl)-1-tosyl-1,6-dihydro-7H-pyrrolo[2,3-c]pyridin-7-one